N-(2-((6-(2,6-dichloro-3,5-dimethoxyphenyl)-8-(((tetrahydro-2H-pyran-4-yl)methyl)amino)pyrido[3,4-d]pyrimidin-2-yl)amino)-3-methylphenyl)acrylamide ClC1=C(C(=C(C=C1OC)OC)Cl)C1=CC2=C(N=C(N=C2)NC2=C(C=CC=C2C)NC(C=C)=O)C(=N1)NCC1CCOCC1